C(C1=CC=CC=C1)N1C(CCC1C(=O)OCC)C(=O)OCC Diethyl 1-benzyl-pyrrolidine-2,5-dicarboxylate